3-cyclopropoxy-2-fluoro-4-((pyrrolidin-1-ylsulfonyl)carbamoyl)benzoic acid C1(CC1)OC=1C(=C(C(=O)O)C=CC1C(NS(=O)(=O)N1CCCC1)=O)F